4-cyclopropyl-2-oxobutanoic acid ethyl ester C(C)OC(C(CCC1CC1)=O)=O